3-(Methylmercapto)propionaldehyde CSCCC=O